2-(2-fluorophenyl)-1-phenylethanone FC1=C(C=CC=C1)CC(=O)C1=CC=CC=C1